Cyclohexyl glycinate NCC(=O)OC1CCCCC1